[Na+].C(CCCCCCCCC)OP([O-])([O-])=O.[Na+] phosphoric acid decyl ester, sodium salt